1-(5-bromo-2-pyridinyl)-3,3-difluoro-cyclobutanecarbonitrile BrC=1C=CC(=NC1)C1(CC(C1)(F)F)C#N